4-pentyne-1-amine C(CCC#C)N